(3S,4R)-4-((7-(bicyclo[1.1.1]pentan-1-yl)-5-fluoropyrrolo[2,1-f][1,2,4]triazin-2-yl)amino)tetrahydro-2H-pyran-3-ol C12(CC(C1)C2)C2=CC(=C1C=NC(=NN12)N[C@H]1[C@@H](COCC1)O)F